NC1CCN(CC1)CCCN1CCN(CC1)CCC1=CC2=C(N(C(N2C)=O)C2C(NC(CC2)=O)=O)C=C1 3-[5-[2-[4-[3-(4-Amino-1-piperidyl)propyl]piperazin-1-yl]ethyl]-3-methyl-2-oxo-benzimidazol-1-yl]piperidine-2,6-dione